3-oxo-1-phenyl-2,7,10,13,16-pentaoxa-4-azanonadecane-19-oic acid O=C(OCC1=CC=CC=C1)NCCOCCOCCOCCOCCC(=O)O